bissuccinimide glutarate C(CCCC(=O)O)(=O)O.C1(CCC(N1)=O)=O.C1(CCC(N1)=O)=O